5-PHENYL-1H-PYRROLO[2,3-B]PYRIDINE-4-CARBOXALDEHYDE C1(=CC=CC=C1)C1=C(C2=C(N=C1)NC=C2)C=O